8-amino-N-(1H-imidazol-2-yl)-4,4-dimethyl-4,5-dihydro-1H-pyrazolo[4,3-H]quinazoline-3-carboxamide NC1=NC=2C3=C(C(CC2C=N1)(C)C)C(=NN3)C(=O)NC=3NC=CN3